NC1=CC=C(CN2N=CC(=C2)NC2=NC=C(C(=N2)C2=CNC3=CC=CC=C23)Cl)C=C1 N-(1-(4-aminobenzyl)-1H-pyrazol-4-yl)-5-chloro-4-(1H-indol-3-yl)pyrimidin-2-amine